FC=1C=C2C(=CNC2=CC1)CCN(C1CC1)C N-(2-(5-fluoro-1H-indol-3-yl)ethyl)-N-methylcyclopropanamine